C(CCCCCCCCCCCCCCCCC)C1(C(C(N(CC1)C(=O)OC(C)(C)C)(CCCCCCCCCCCCCCCCCC)CCCCCCCCCCCCCCCCCC)(CCCCCCCCCCCCCCCCCC)CCCCCCCCCCCCCCCCCC)OC1CC(C1)CO penta-Octadecyl-N-Boc-4-((1s,3s)-3-(hydroxymethyl)cyclobutoxy)piperidine